2-(3-Methoxyquinolin-5-yl)ethan-1-amine COC=1C=NC2=CC=CC(=C2C1)CCN